C(C=C)=C1C(C=CC2=CC=CC=C12)OCC1OC1 2-(((1-(2-propenyl-1-yl)-2-naphthyl)oxy)methyl)oxirane